3-(5-((1R,4R)-5-((4'-Fluoro-5,5-dimethyl-3,4,5,6-tetrahydro-[1,1'-biphenyl]-2-yl)methyl)-2,5-diazabicyclo[2.2.1]heptane-2-carbonyl)-1-oxoisoindolin-2-yl)piperidine FC1=CC=C(C=C1)C1=C(CCC(C1)(C)C)CN1[C@H]2CN([C@@H](C1)C2)C(=O)C=2C=C1CN(C(C1=CC2)=O)C2CNCCC2